C1(=CC(=CC=C1)C1=C(C(=NC(=C1C#N)N(CC)CC)N)C#N)C1=CC=CC=C1 4-([1,1'-biphenyl]-3-yl)-2-amino-6-(diethylamino)pyridine-3,5-dicarbonitrile